4-acetamidophenyldiphenylsulfonium tetrakis(pentafluorobenzyl)borate Ethyl-(2-amino-6-((4-chlorobenzyl)amino)pyridin-3-yl)carbamate C(C)N(C([O-])=O)C=1C(=NC(=CC1)NCC1=CC=C(C=C1)Cl)N.FC1=C(C(=C(C(=C1C[B-](CC1=C(C(=C(C(=C1F)F)F)F)F)(CC1=C(C(=C(C(=C1F)F)F)F)F)CC1=C(C(=C(C(=C1F)F)F)F)F)F)F)F)F.C(C)(=O)NC1=CC=C(C=C1)[S+](C1=CC=CC=C1)C1=CC=CC=C1.C(C)(=O)NC1=CC=C(C=C1)[S+](C1=CC=CC=C1)C1=CC=CC=C1